sulfur thianthrol C1(=CC=CC=2SC3=CC=CC=C3SC12)O.[S]